FC(OC1=CC=C(C=N1)S(=O)(=O)N1C[C@@H]([C@@](C1)([C@@H](C)O)O)OC1=CC(=C(C#N)C=C1)F)F 4-(((3S,4R)-1-((6-(difluoromethoxy)pyridin-3-yl)sulfonyl)-4-hydroxy-4-((R)-1-hydroxyethyl)pyrrolidin-3-yl)oxy)-2-fluorobenzonitrile